lithium 4-({4-[(tert-butoxy)carbonyl]-6-(5-chloro-2-fluorophenyl)-2H,3H,4H-pyrido[3,2-b][1,4]oxazin-8-yl}amino)pyridine-3-carboxylate C(C)(C)(C)OC(=O)N1C2=C(OCC1)C(=CC(=N2)C2=C(C=CC(=C2)Cl)F)NC2=C(C=NC=C2)C(=O)[O-].[Li+]